(1R,4S)-2-azabicyclo[2.2.1]hept-5-ene-2-carboxylic acid tert-butyl ester C(C)(C)(C)OC(=O)N1[C@H]2C=C[C@@H](C1)C2